3-fluoro-5-(((3S)-2-fluoro-3-hydroxy-1-oxo-7-(trifluoromethylthio)-2,3-dihydro-1H-inden-4-yl)oxy)benzonitrile FC=1C=C(C#N)C=C(C1)OC1=C2[C@@H](C(C(C2=C(C=C1)SC(F)(F)F)=O)F)O